N-[[5-[5-(difluoromethyl)-1,3,4-oxadiazol-2-yl]-2-pyridyl]methyl]-1-imino-2-methyl-1-oxo-N-phenyl-1,4-thiazinan-4-carboxamide FC(C1=NN=C(O1)C=1C=CC(=NC1)CN(C(=O)N1CC(S(CC1)(=O)=N)C)C1=CC=CC=C1)F